COC(=O)C1=C(SC2=C1C=CC(=C2)O)N(CCC2=CC=CC=C2)C(C)=O 2-[acetyl-(2-phenylethyl)amino]-6-hydroxy-1-benzothiophene-3-carboxylic acid methyl ester